(S)-(1-(2-(6-chlorobenzo[d][1,3]dioxol-4-yl)ethyl)pyrrolidin-3-yl)methanamine hydrochloride Cl.ClC=1C=C(C2=C(OCO2)C1)CCN1C[C@@H](CC1)CN